3-methyl-acetoxyglutaric anhydride CC1C(C(=O)OC(C1)=O)OC(C)=O